(1-(Azetidin-1-ylmethyl)cyclopropyl)methanol N1(CCC1)CC1(CC1)CO